OP([O-])OP([O-])[O-].[Al+3] aluminum hydrogen diphosphite